[(7S,9aR)-7-(4-chlorophenyl)-7-hydroxy-3,4,6,8,9,9a-hexahydro-1H-pyrido[1,2-a]pyrazin-2-yl]-(2-chloro-3-hydroxyphenyl)methanone ClC1=CC=C(C=C1)[C@]1(CC[C@H]2N(CCN(C2)C(=O)C2=C(C(=CC=C2)O)Cl)C1)O